FC1=C2CC(CC2=CC=C1C(=O)NC1=C(C(=CC(=C1)F)B1OC(C(O1)(C)C)(C)C)C)(C)C 4-Fluoro-N-(5-fluoro-2-methyl-3-(4,4,5,5-tetramethyl-1,3,2-dioxaborolan-2-yl)phenyl)-2,2-dimethyl-2,3-dihydro-1H-indene-5-carboxamide